N-isopropylamine C(C)(C)N